[(diphenyl-d10)triazinyl][(dimethylfluorenyl)dibenzofuranyl]benzene C1(C(C(C(C(C1[2H])([2H])[2H])([2H])[2H])([2H])[2H])([2H])[2H])([2H])C1=C(C(=NN=N1)C1=C(C=CC=C1)C1=C(C=CC=2OC3=C(C21)C=CC=C3)C3=C(C(=CC=2C1=CC=CC=C1CC32)C)C)C3(C(C(C(C(C3[2H])([2H])[2H])([2H])[2H])([2H])[2H])([2H])[2H])[2H]